OCC1CCC(CC1)N1N=C2C=C(C(=CC2=C1)NC(=O)C1=NC=C(N=C1)C(F)(F)F)C(C)(C)O N-[2-[4-(hydroxymethyl)cyclohexyl]-6-(1-hydroxy-1-methyl-ethyl)indazol-5-yl]-5-(trifluoromethyl)pyrazine-2-carboxamide